1-(6-(4-isopropyl-4H-1,2,4-triazol-3-yl)pyridin-2-yl)-3-(4-(1-methyl-1H-pyrazol-4-yl)phenyl)urea C(C)(C)N1C(=NN=C1)C1=CC=CC(=N1)NC(=O)NC1=CC=C(C=C1)C=1C=NN(C1)C